4-(6-methoxy-3',6'-dihydro[3,4'-bipyridin]-1'(2'H)-yl)-1-methyl-2-oxo-1,2-dihydroquinoline-3-carbonitrile COC1=CC=C(C=N1)C=1CCN(CC1)C1=C(C(N(C2=CC=CC=C12)C)=O)C#N